FC=1C=CC=2C(N3C(=NC2C1)C(CC3)CC(C(=O)OCC3=CC=CC=C3)C(=O)OC)=O 1-Benzyl 3-methyl 2-((6-fluoro-9-oxo-1,2,3,9-tetrahydropyrrolo[2,1-b]quinazolin-3-yl)methyl)malonate